hexadecyl 3-((4-((2-hexyldecyl)amino)-4-iminobutyl)thio)propanoate C(CCCCC)C(CNC(CCCSCCC(=O)OCCCCCCCCCCCCCCCC)=N)CCCCCCCC